C(#N)C1=CC=C(C=C1)C=1C=C(C(N(N1)C=1C=NC=CC1)=O)C(=O)N[C@H](CO)C 6-(4-cyanophenyl)-N-[(2S)-1-hydroxyprop-2-yl]-3-oxo-2-(pyridin-3-yl)-2,3-dihydropyridazine-4-carboxamide